[Fe].[Nb] niobium Iron